BrC=1C=C2C(C(=COC2=C(C1)C)C1=CC(=CC=C1)C1(CC(C1)C)C1=NN=CN1C)=O 6-bromo-8-methyl-3-(3-(3-methyl-1-(4-methyl-4H-1,2,4-triazol-3-yl)cyclobutyl)phenyl)-4H-chromen-4-one